[I-].CN1CN(C=C1)C=C 1-methyl-3-vinylimidazole iodide salt